BrC=1C=C(OC=2C=CC(=C(N)C2)C)C=C(C1)C 5-(3-bromo-5-methylphenoxy)-2-methylaniline